3-(azidomethyl)-1-(4-(trifluoromethyl)phenyl)-2,3-dihydro-1H-pyrido[2,3-b][1,4]oxazine N(=[N+]=[N-])CC1CN(C2=C(O1)N=CC=C2)C2=CC=C(C=C2)C(F)(F)F